4-(3,4-Dicarboxyphenyl)-5-[4-(3-oxo-3-phenylprop-1-enyl)phenoxy]phthalic acid C(=O)(O)C=1C=C(C=CC1C(=O)O)C=1C=C(C(C(=O)O)=CC1OC1=CC=C(C=C1)C=CC(C1=CC=CC=C1)=O)C(=O)O